CC=1C(=NC=NC1C)OC(=O)N1C2CNC(C1)C2 (5,6-dimethylpyrimidin-4-yl)-2,5-diazabicyclo[2.2.1]heptane-2-carboxylate